C1=CC=C(C=C1)C2=CC=C(C=C2)CC(=O)NC3=CC=CC=N3 The molecule is a monocarboxylic acid amide obtained by formal condensation of the carboxy group from biphenyl-4-ylacetic acid with the amino group of 2-aminopyridine. Used for treatment of rheumatoid arthritis. It has a role as a non-steroidal anti-inflammatory drug, a non-narcotic analgesic and an antipyretic. It is a monocarboxylic acid amide, a member of pyridines and a member of biphenyls. It derives from a biphenyl-4-ylacetic acid.